Methyl-phenylacetic acid CC(C(=O)O)C1=CC=CC=C1